5-chloro-1-(3-fluoro-4-(trifluoromethyl)phenyl)-3,3-dimethyl-2,3-dihydro-1H-pyrrolo[3,2-b]pyridine ClC1=CC=C2C(=N1)C(CN2C2=CC(=C(C=C2)C(F)(F)F)F)(C)C